C(C)N(C1=CC=CC=C1)CCCCCCOC(C=C)=O N-ethyl-N-(6-acryloyloxyhexyl)aniline